cis-methyl-2-((3-(4-chlorobenzyl)-2,6-dioxo-4-(4-(pyridin-2-yloxy)phenylimino)-1,3,5-triazin-1-yl)methyl)cyclopropanecarboxylic acid C[C@]1([C@@H](C1)CN1C(N(C(NC1=O)=NC1=CC=C(C=C1)OC1=NC=CC=C1)CC1=CC=C(C=C1)Cl)=O)C(=O)O